N-[9-[(2R,6R)-6-(hydroxymethyl)-6-(triisopropylsilyloxymethyl)-1,4-dioxan-2-yl]purin-6-yl]benzamide OC[C@@]1(COC[C@@H](O1)N1C2=NC=NC(=C2N=C1)NC(C1=CC=CC=C1)=O)CO[Si](C(C)C)(C(C)C)C(C)C